COC=1C=C(C=CC1OC)N1N=C(C=C(C1=O)C(=O)C1C(C(CC(C1=O)(C)C)(C)C)=O)C 2-[2-(3,4-dimethoxyphenyl)-6-methyl-3-oxo-pyridazine-4-carbonyl]-4,4,6,6-tetramethyl-cyclohexane-1,3-dione